C(C)OC(=O)C1(CC1)NC 1-(methylamino)cyclopropane-1-carboxylic acid ethyl ester